COC=1C(C2=CC=CC(=C2C(C1)=O)C)=O 2-methoxy-5-methyl-1,4-naphthoquinone